C1(CCCCC1)CN1C(N(CC12CCC(CC2)(C2=CC=CC=C2)N(C)C)CC2=CC=C(C=C2)OC)=O 1-(cyclohexyl-methyl)-8-dimethylamino-3-[(4-methoxyphenyl)-methyl]-8-phenyl-1,3-diazaspiro[4.5]decan-2-one